2,2,3,3,7-pentamethyl-3,5,6,7-tetrahydrobenzofuran-4(2H)-one CC1(OC2=C(C1(C)C)C(CCC2C)=O)C